C1=CC=CC=2C3=CC=CC=C3C(C12)COC(NCCCOCCOCCOCCCNC(COCC(=O)OC)=O)=O methyl 1-(9H-fluoren-9-yl)-3,19-dioxo-2,8,11,14,21-pentaoxa-4,18-diazatricosan-23-oate